C(C)OC(C1=CC(=C(C=C1)C1CC1)OCC1CC1)=O 4-cyclopropyl-3-(cyclopropylmethoxy)benzoic acid ethyl ester